2-methyl-1-[4-(tert-butyl)phenyl]1-propanone CC(C(=O)C1=CC=C(C=C1)C(C)(C)C)C